azido-propargylglycine N(=[N+]=[N-])NC(CC#C)C(=O)O